C(C1=CC=CC=C1)OC(=O)N1CCC(CC1)CN1C[C@@H](N(CC1)C=1C=CC=C2C(=NN(C12)C)C=1C(=NC(=CC1)O)OCC1=CC=CC=C1)C.FC(C1=CC=CC(=N1)C(=O)N)(F)F 6-(trifluoromethyl)pyridine-2-Formamide benzyl-(S)-4-((4-(3-(2-(benzyloxy)-6-hydroxypyridin-3-yl)-1-methyl-1H-indazol-7-yl)-3-methylpiperazin-1-yl)methyl)piperidine-1-carboxylate